2-((4-Amino-3-(4-hydroxyphenyl)-1H-pyrazolo[3,4-d]pyrimidin-1-yl)methyl)-3-(2-chlorobenzyl)-5-(3-phenoxyprop-1-ynyl)quinazolin-4(3H)-one NC1=C2C(=NC=N1)N(N=C2C2=CC=C(C=C2)O)CC2=NC1=CC=CC(=C1C(N2CC2=C(C=CC=C2)Cl)=O)C#CCOC2=CC=CC=C2